2-[2-(1-piperidinyl)propoxy]ethyl-N-methyl-N-(3-aminopropyl)-amine N1(CCCCC1)C(COCCN(CCCN)C)C